(R)-1-(2,3-diphenylquinolin-6-yl)-3-(2-hydroxybutyl)urea C1(=CC=CC=C1)C1=NC2=CC=C(C=C2C=C1C1=CC=CC=C1)NC(=O)NC[C@@H](CC)O